isononyl-sulfolane C(CCCCCC(C)C)C1S(=O)(=O)CCC1